2-Chloro-N-{2-[4-(difluoromethyl)-1,3-thiazol-5-yl]-2-[4-({[1,2,4]triazolo[4,3-a]-pyrazin-8-yloxy}methyl)piperidin-1-yl]ethyl}-6-fluorobenzamid ClC1=C(C(=O)NCC(N2CCC(CC2)COC=2C=3N(C=CN2)C=NN3)C3=C(N=CS3)C(F)F)C(=CC=C1)F